(S)-2-fluoro-4-(3-(hydroxymethyl)piperazin-1-yl)-N-methylbenzamide FC1=C(C(=O)NC)C=CC(=C1)N1C[C@H](NCC1)CO